(2r,5r)-3-(4-amino-3-nitrophenethyl)-2-(1-(4-bromophenyl)-3-(4-fluorophenyl)-1H-pyrazol-4-yl)-5-methyl-oxazolidin-4-one NC1=C(C=C(CCN2[C@H](O[C@@H](C2=O)C)C=2C(=NN(C2)C2=CC=C(C=C2)Br)C2=CC=C(C=C2)F)C=C1)[N+](=O)[O-]